8-cyclopropoxy-6-methoxy-7-(5-methyl-1H-indazol-4-yl)-4-((S)-2-methylpiperazine-1-yl)-2-(((S)-1-Methylpyrrolidin-2-yl)methoxy)quinazoline C1(CC1)OC=1C(=C(C=C2C(=NC(=NC12)OC[C@H]1N(CCC1)C)N1[C@H](CNCC1)C)OC)C1=C2C=NNC2=CC=C1C